11-chloro-1,2,4a,5-tetrahydropyrazino[1',2':4,5][1,4]oxazino[3,2-g]quinazoline-3(4H)-carboxylic acid tert-butyl ester C(C)(C)(C)OC(=O)N1CC2N(C3=CC=4C(=NC=NC4C=C3OC2)Cl)CC1